C(=O)(C=C)OC[Si](OCC)(OCC)C acryl-oxymethyl-methyldiethoxysilane